3-Methyl-5-(N-benzyl-N-phenethylsulfamoyl)benzofuran-2-carboxylic acid CC1=C(OC2=C1C=C(C=C2)S(N(CCC2=CC=CC=C2)CC2=CC=CC=C2)(=O)=O)C(=O)O